C1(=CC=CC=C1)C1=C(C=C(C=C1)C1=CC=CC=C1)NC=1C=CC=2N(C3=CC=CC=C3C2C1)C1=CC=CC=C1 N-([1,1':4',1''-terphenyl]-2'-yl)-9-phenyl-9H-carbazol-3-amine